NC1=C(C(N(C2=NC(=CC=C12)C(F)(F)F)C=1C=NC(=CC1)O)=O)C(=O)OC methyl 4-amino-1-(6-hydroxypyridin-3-yl)-2-oxo-7-(trifluoromethyl)-1,2-dihydro-1,8-naphthyridine-3-carboxylate